OC1=C(C=C(C=C1C)C1=C(C=2CC3=CC=CC=C3C2C=C1)C1=CC(=C(C(=C1)C)O)C)C bis(4-hydroxy-3,5-dimethylphenyl)fluorene